S1(N=CNCC1)(=O)=O 5,6-dihydro-4H-1,2,4-thiadiazine 1,1-dioxide